amino-ethanol NC(C)O